7-((4-(6-(3,5-dimethylisoxazol-4-yl)-1H-pyrrolo[2,3-b]pyridin-3-yl)-5-(trifluoromethyl) pyrimidin-2-yl) amino)-2-azaspiro[4.4]nonane-2-carboxylate CC1=NOC(=C1C1=CC=C2C(=N1)NC=C2C2=NC(=NC=C2C(F)(F)F)NC2CC1(CCN(C1)C(=O)[O-])CC2)C